nickel sulfate salt S(=O)(=O)([O-])[O-].[Ni+2]